CC([C@@H](C(=O)C12C(NCC2C1(C)C)C(=O)N)NC(C(F)(F)F)=O)(C)C [(2S)-3,3-dimethyl-2-[(2,2,2-trifluoroacetyl)amino]butanoyl]-6,6-dimethyl-3-azabicyclo[3.1.0]hexane-2-carboxamide